(2S)-3-{3-[2-(Cyclohexyloxy)pyridin-3-yl]phenyl}-2-[(3R)-pyrrolidin-3-yl]propanoic acid dihydrochloride Cl.Cl.C1(CCCCC1)OC1=NC=CC=C1C=1C=C(C=CC1)C[C@H](C(=O)O)[C@@H]1CNCC1